2-(4-bromophenyl)-4,6-diphenylpyridine BrC1=CC=C(C=C1)C1=NC(=CC(=C1)C1=CC=CC=C1)C1=CC=CC=C1